C1=NC(=C2C(=N1)N(C=N2)[C@H]3[C@@H]([C@@H]([C@H](O3)COP(=O)(O)O)OC(=O)[C@H](CS)N)O)N The molecule is an L-cysteinyl ester obtained by formal condensation of the carboxy group of L-cysteine with the 3'-hydroxy group of AMP. It has a role as a Mycoplasma genitalium metabolite. It is an adenosine 5'-phosphate, a L-cysteinyl ester and a purine ribonucleoside 5'-monophosphate. It derives from an adenosine 5'-monophosphate.